COC1=C(C=CC=C1)C=1C(CC=CC1)(C1=CC=CC=C1)O methoxyterphenyl-2'-ol